(2R,5S)-5-ethyl-2-(1H-pyrazol-4-yl)piperidine C(C)[C@H]1CC[C@@H](NC1)C=1C=NNC1